9-Chloro-6-isopropoxy-3-methyl[1,2,4]triazolo[3,4-a]phthalazine ClC1=CC=C2C(=NN3C(C2=C1)=NN=C3C)OC(C)C